C(C1=CC=CC=C1)[P]CC1=CC=CC=C1 Dibenzylphosphorus